ClC1=CC(=NC=C1)CNC1=C(C(=CC=C1)OC1(CC1)C)[N+](=O)[O-] N-((4-chloropyridin-2-yl)methyl)-3-(1-methylcyclopropoxy)-2-nitroaniline